BrC1=C(/C=C/C2=NS(OC3=C2C=CC=C3)(=O)=O)C=CC=C1 (E)-4-(2-bromostyryl)benzoxathiazine 2,2-dioxide